ClC=1C=NC2=C(C(=NC=C2C1N1CCN(CC1)C(=O)OC(C)(C)C)C1=CC=CC2=CC=C(C(=C12)Cl)F)F tert-butyl 4-(3-chloro-7-(8-chloro-7-fluoronaphthalen-1-yl)-8-fluoro-1,6-naphthyridin-4-yl)piperazine-1-carboxylate